2-chloro-8-cyclopropyl-8-(trifluoromethyl)-7,8-dihydro-6H-pyrazolo[1,5-a]pyrrolo[2,3-e]pyrimidine-6-carboxylic acid tert-butyl ester C(C)(C)(C)OC(=O)N1CC(C2=C1C=NC=1N2N=C(C1)Cl)(C(F)(F)F)C1CC1